tert-butyl 3,6,8,9-tetrahydro-7H-pyrrolo[2,3-c][2,7]naphthyridine-7-carboxylate C1=CNC=2N=CC=3CN(CCC3C21)C(=O)OC(C)(C)C